(4-Methoxyphenyl)-1(2H)-phthalazinone COC1=CC=C(C=C1)N1C(C2=CC=CC=C2C=N1)=O